N-[(2-Chlorophenyl)methyl]-1-(2,5-dimethylphenyl)-1H-benzimidazole-5-carboxamide ClC1=C(C=CC=C1)CNC(=O)C1=CC2=C(N(C=N2)C2=C(C=CC(=C2)C)C)C=C1